ClC1=C(C=CC=C1)C1=NOS(O1)=O 5-(2-chlorophenyl)-1,3,2,4-dioxathiazole 2-oxide